NCC12CC(C1)(C2)N(C2=C1CN(C(C1=CC=C2)=O)C2C(NC(CC2)=O)=O)CCC2CC2 3-(4-{[3-(aminomethyl)bicyclo[1.1.1]pentan-1-yl](2-cyclopropylethyl)amino}-1-oxo-3H-isoindol-2-yl)piperidine-2,6-dione